4-{7-Cyclopropyl-5-[(1R)-1-methyl-1,2,3,4-tetrahydroisoquinoline-2-carbonyl]-2H-indazol-2-yl}-3-fluoroaniline C1(CC1)C1=CC(=CC2=CN(N=C12)C1=C(C=C(N)C=C1)F)C(=O)N1[C@@H](C2=CC=CC=C2CC1)C